N(=C=S)C=1SC(=C(C1C(=O)C1=CC=C(C=C1)OC)C)C (2-isothiocyanato-4,5-dimethylthiophen-3-yl)(4-methoxyphenyl)methanone